BrC1=CC=CC(=N1)C1=CN=C2N1C=CC(=C2)C2(CC2)C(F)(F)F 3-(6-bromo-2-pyridyl)-7-[1-(trifluoromethyl)cyclopropyl]imidazo[1,2-a]pyridine